The molecule is a monocarboxylic acid consisting of 2-naphthylacetic acid having a methoxy substituent at the 6-position. The active metabolite of the prodrug nabumetone. It has a role as an EC 1.14.99.1 (prostaglandin-endoperoxide synthase) inhibitor, a drug metabolite and a xenobiotic metabolite. It is a monocarboxylic acid and a methoxynaphthalene. It derives from a 2-naphthylacetic acid. COC1=CC2=C(C=C1)C=C(C=C2)CC(=O)O